N'-((1-((1r,4r)-4-(Cyanomethyl)cyclohexyl)-1,6-dihydroimidazo[4,5-d]pyrrolo[2,3-b]pyridin-2-yl)methoxy)-2-(piperidin-1-yl)acetimidamide C(#N)CC1CCC(CC1)N1C(=NC=2C1=C1C(=NC2)NC=C1)CON=C(CN1CCCCC1)N